NCC1C(CN(C1)C1=C(C(N(C(=N1)C)C1=C(C(=CC=C1)Cl)Cl)=O)C)(C)C 6-[4-(aminomethyl)-3,3-dimethylpyrrolidin-1-yl]-3-(2,3-dichlorophenyl)-2,5-dimethyl-3,4-dihydropyrimidin-4-one